2-(benzo[d]thiazol-2-yl)-4-hydroxyphthalazin S1C(=NC2=C1C=CC=C2)N2CC1=CC=CC=C1C(=N2)O